1,2-di(t-butyl)-1,1,2,2-Tetramethyldisilane C(C)(C)(C)[Si]([Si](C)(C)C(C)(C)C)(C)C